FC1=C(C(=CC=C1)C(F)(F)F)NC(=O)NC(CC(C)=O)=O N-((2-fluoro-6-trifluoromethyl-phenyl)carbamoyl)-3-oxobutyramide